FC=1C(=C(C(=O)NOCCN)C=CC1F)NC1=C(C=C(C=C1)I)F 3,4-Difluoro-2-(2-fluoro-4-iodophenylamino)-N-(2-aminoethoxy)benzamide